N-(3-bromo-4-fluorophenyl)-N'-hydroxy-4-((2-(6-oxo-1,6-dihydropyridin-2-yl)ethyl)amino)-1,2,5-oxadiazole-3-formamidine BrC=1C=C(C=CC1F)NC(=NO)C1=NON=C1NCCC=1NC(C=CC1)=O